2-Hydroxy-5-(2-((5Z,8Z,11Z,14Z,17Z)-icosa-5,8,11,14,17-pentaen-1-yloxy)butanamido)benzoic acid OC1=C(C(=O)O)C=C(C=C1)NC(C(CC)OCCCC\C=C/C\C=C/C\C=C/C\C=C/C\C=C/CC)=O